CC=1C=CC(=C(C1)C(CC=C)=O)C#CC1=CC=CC=C1 (5-methyl-2-(phenylethynyl)phenyl)but-3-en-1-one